3-[7-[4-[3-[4-(3-bromo-2-methyl-phenoxy)phenyl]-2,2-difluoro-propyl]piperazin-1-yl]-1-methyl-indazol-3-yl]piperidine-2,6-dione BrC=1C(=C(OC2=CC=C(C=C2)CC(CN2CCN(CC2)C=2C=CC=C3C(=NN(C23)C)C2C(NC(CC2)=O)=O)(F)F)C=CC1)C